(S)-N-isopropyl-2-(3-(5-(trifluoromethyl)pyridin-2-yloxy)pyrrolidin-1-yl)benzamide C(C)(C)NC(C1=C(C=CC=C1)N1C[C@H](CC1)OC1=NC=C(C=C1)C(F)(F)F)=O